Tertiary butene C(=C)(C)C